COC([C@@H](NC(C(F)(F)F)C1=CC(=C(C=C1)C1=C(C=CC=C1)O)F)CC(C)C)=O (2,2,2-trifluoro-1-(2-fluoro-2'-hydroxy-[1,1'-biphenyl]-4-yl)ethyl)-L-leucine methyl ester